3-amino-N-(2-{9-amino-2-oxa-7-azaspiro[4.4]nonan-7-yl}-5,6,7,8-tetrahydroquinolin-6-yl)-4,6-dimethylthieno[2,3-b]pyridine-2-carboxamide NC1=C(SC2=NC(=CC(=C21)C)C)C(=O)NC2CC=1C=CC(=NC1CC2)N2CC1(CCOC1)C(C2)N